ClC(C=1C=C(C=CC1)N1N=C(C=C1C(=O)N)C(F)(F)F)C1=CC=CC=C1 3-(chloro(phenyl)methyl)phenyl-3-(trifluoromethyl)-1H-pyrazole-5-carboxamide